7-chloro-3-iodo-N-(1-methylcyclopropyl)pyrazolo[1,5-a]pyridine-5-sulfonamide ClC1=CC(=CC=2N1N=CC2I)S(=O)(=O)NC2(CC2)C